COC1C(C(=CC(C1C1=CC=CC=C1)CCCCC)OC)C1=C(C=CC(=C1)C)C(=C)C 2',6'-dimethoxy-5-methyl-4'-pentyl-2-(prop-1-en-2-yl)-1',2',3',4'-tetrahydro-1,1':3',1''-terphenyl